4-hepten CCCC=CCC